CC=1C=C(C=CC1C)C=1CC(C(N(N1)C1=CC(=CC=C1)F)=O)C(=O)OC methyl 6-(3,4-dimethylphenyl)-2-(3-fluorophenyl)-3-oxo-2,3,4,5-tetrahydropyridazine-4-carboxylate